dichloro[1,1'-bis(diphenylphosphino)ferrocene] radium [Ra].ClC1=C([C-](C=C1)P(C1=CC=CC=C1)C1=CC=CC=C1)Cl.[C-]1(C=CC=C1)P(C1=CC=CC=C1)C1=CC=CC=C1.[Fe+2]